[N+](=O)([O-])C1=C(C=C(C=O)C)C=CC=C1 2-nitro-α-methylcinnamaldehyde